ClC1=CC=C(C(=O)C2=C(C=NN2C)C=2C(=CC(N(C2)C)=O)/C=C/C(=O)OCC)C=C1 ethyl (E)-3-(5-(5-(4-chlorobenzoyl)-1-methyl-1H-pyrazol-4-yl)-1-methyl-2-oxo-1,2-dihydropyridin-4-yl)acrylate